C1(CC1)C=1C=C(N=NC1C1=C(C=C(C=C1)C#C)O)NC(C[C@H](C)O)=O (S)-N-(5-cyclopropyl-6-(4-ethynyl-2-hydroxyphenyl)pyridazin-3-yl)-3-hydroxybutyramide